N[C@H](C(=O)O)CC(F)(F)P(=O)(OCC)OCC L-2-amino-4-(diethylphosphono)-4,4-difluorobutanoic acid